FC(C[C@](C(=O)OC)(C)NC(=O)C1=CC(=C2N1CCC1=CC(=C(C=C21)C=2OC(NN2)=O)OC)CC(F)(F)F)(F)F methyl (S)-4,4,4-trifluoro-2-(8-methoxy-9-(5-oxo-4,5-dihydro-1,3,4-oxadiazol-2-yl)-1-(2,2,2-trifluoroethyl)-5,6-dihydropyrrolo[2,1-a]isoquinoline-3-carboxamido)-2-methylbutanoate